nonadecyl-amine C(CCCCCCCCCCCCCCCCCC)N